(S)-2-(piperazin-2-yl)acetonitrile 2HCl salt Cl.Cl.N1[C@H](CNCC1)CC#N